FC1=CC2=C(C=C(O2)C(=O)N)C(=C1)N1CCN(CC1)CCC1=CC=C2CCC(NC2=C1)=O 6-fluoro-4-(4-(2-(2-oxo-1,2,3,4-tetrahydroquinolin-7-yl)ethyl)piperazin-1-yl)benzofuran-2-carboxamide